FC1=C(C=CC(=C1)C#CCOCC1=CC=C(C=C1)OC)O 2-fluoro-4-{3-[(4-methoxyphenyl)methoxy]prop-1-yn-1-yl}phenol